6-hydroxy-2,5-dimethylpyrimidin-4(3H)-one OC1=C(C(NC(=N1)C)=O)C